ClC=1C(=C(C=CC1)C(C)=O)F 3'-chloro-2'-fluoroacetophenone